CC1(CNC(C2=C(C1=O)C=CC=C2)=O)C2=CC=CC=C2 3,4-Dihydro-4-methyl-4-phenyl-1H-2-benzazepine-1,5(2H)-dione